diglycerin tetraacetate C(C)(=O)O.C(C)(=O)O.C(C)(=O)O.C(C)(=O)O.OCC(O)CO.OCC(O)CO